O.O.O.[Os](Cl)(Cl)Cl osmium(III) chloride trihydrate